CC1=C2C(=NN(C2=CC=C1Br)C)C(=O)O.CC1=C2C(=NN(C2=CC=C1Br)C)C(=O)O Methyl-5-bromo-1-Methyl-1H-indazole-3-carboxylic acid (Methyl 5-bromo-1-Methyl-1H-indazole-3-carboxylate)